O=C1N(CC2=CC=C3C(=C12)OC1(CC3)CNC1)C1C(NC(CC1)=O)=O 3-(9'-Oxo-3',4',7',9'-tetrahydro-8'H-spiro[azetidine-3,2'-pyrano[2,3-e]isoindol]-8'-yl)piperidine-2,6-dione